2-((2-(2-Ethoxy-5-((4-methylpiperazin-1-yl)sulfonyl)phenyl)-5-methyl-4-oxo-7-propyl-3,4-dihydropyrrolo[2,1-f][1,2,4]triazin-6-yl)methoxy)-N-hydroxy-N-methylacetamid C(C)OC1=C(C=C(C=C1)S(=O)(=O)N1CCN(CC1)C)C1=NN2C(C(N1)=O)=C(C(=C2CCC)COCC(=O)N(C)O)C